C(C)OC(=O)C=1C(N(C2=CC(=C(C=C2C1Cl)Br)F)C)=O.BrC=1C=C2C(=CC(N(C2=CC1F)C)=O)N[C@H](C(CO)(F)F)C1CC1 6-bromo-4-[[(1S)-1-cyclopropyl-2,2-difluoro-3-hydroxy-propyl]amino]-7-fluoro-1-methyl-quinolin-2-one Ethyl-6-bromo-4-chloro-7-fluoro-1-methyl-2-oxo-quinoline-3-carboxylate